CC=1C=C(C=CC1)NO (3-methylphenyl)hydroxylamine